3-(3,5-dibromophenyl)-4-(2,6-diisopropylphenyl)-5-(2-methylphenyl)-4H-1,2,4-triazole BrC=1C=C(C=C(C1)Br)C1=NN=C(N1C1=C(C=CC=C1C(C)C)C(C)C)C1=C(C=CC=C1)C